o-nitrobenzaldehyde bisulfite S(O)(O)=O.[N+](=O)([O-])C1=C(C=O)C=CC=C1